COC1=CC=C(CN2C3CN(CC2CC(C3)=O)C(=O)OC(C)(C)C)C=C1 tert-butyl 9-(4-methoxybenzyl)-7-oxo-3,9-diazabicyclo[3.3.1]nonan-3-carboxylate